Cl.N1=C(C=CC=C1)CC=O 2-(pyridin-2-yl)ethan-1-one hydrochloride salt